(6-morpholinylbenzothiazol-2-yl)acetamide N1(CCOCC1)C1=CC2=C(N=C(S2)CC(=O)N)C=C1